(R)-3-(2-(morpholin-2-yl)ethyl)-1,2,4-oxadiazole-5(4H)-thione hydrochloride Cl.N1C[C@H](OCC1)CCC1=NOC(N1)=S